C(C=C)(=O)NCC(=O)O[Si](OC(C)=O)(OC(C)=O)CC(C)C acrylamido-2-methylpropyltriacetoxysilane